methyl-4-(3,6-difluoro-2-methylphenyl)-5-(4-methoxybenzoyl)-1H-pyrrole CN1C=CC(=C1C(C1=CC=C(C=C1)OC)=O)C1=C(C(=CC=C1F)F)C